N-{[5-chloro-6-(5-methoxy-2-pyrazinyl)-2-indolyl]methyl}(S)-2-methoxypropionamide ClC=1C=C2C=C(NC2=CC1C1=NC=C(N=C1)OC)CNC([C@H](C)OC)=O